ClC=1C(=NN(C1C1=CC=CC=C1)C1=CC=CC=C1)C(C(=O)O)C=O 2-(4-chloro-1,5-diphenylpyrazol-3-yl)oxopropanoic acid